CC(C(=O)OCCCC)(C(C(C)C)O)C n-butyl 2,2,4-trimethyl-3-hydroxypentanoate